5-(1-cyanocyclopropyl)-3-ethylsulfonyl-pyridine-2-carbonyl chloride C(#N)C1(CC1)C=1C=C(C(=NC1)C(=O)Cl)S(=O)(=O)CC